ClC=1C(=C(CN2CCC(CC2)(C(=O)O)CC2=NC(=NC(=C2F)C(F)(F)F)NC2=NNC(=C2)C)C=CC1)F 1-(3-chloro-2-fluorobenzyl)-4-((5-fluoro-2-((5-methyl-1H-pyrazol-3-yl)amino)-6-(trifluoromethyl)pyrimidin-4-yl)methyl)piperidine-4-carboxylic acid